CC1=CC=CC2=C(C3=C(C=CC=C3C(=C12)OC(=O)C1C(CC(=CC1)C)C(=O)O)C)OC(=O)C1C(CC(=CC1)C)C(=O)O 1,5-dimethyl-9,10-bis[2-carboxy(4-methyl-4-cyclohexenyl)]carbonyloxyanthracene